CC(CC(=O)OCC)C Ethyl 3-methylbutanoate